4-[(2R)-3-(3,4-dihydro-1H-isoquinolin-2-yl)-2-hydroxy-propyl]-8-[(4-fluoro-1-piperidyl)methyl]-2,3-dihydro-1,4-benzoxazepin-5-one C1N(CCC2=CC=CC=C12)C[C@H](CN1CCOC2=C(C1=O)C=CC(=C2)CN2CCC(CC2)F)O